COC1=C(C=CC=C1)CC=O 2-(2-methoxy-phenyl)acetaldehyde